C1(=C(C=CC=C1)[C@@H](CC)C)C (2R,3R)-3-(o-tolyl)butan